difluoro dioxalate phosphate P(=O)(O)(O)O.C(C(=O)O)(=O)OF.C(C(=O)O)(=O)OF